ClC=1C(NN=CC1N1C[C@@H](CC1)OC1=NC=CC(=C1)C=1C(=NN(C1C)CC1(COC1)F)C)=O (R)-4-chloro-5-(3-((4-(1-((3-fluorooxetan-3-yl)methyl)-3,5-dimethyl-1H-pyrazol-4-yl)pyridin-2-yl)oxy)pyrrolidin-1-yl)pyridazin-3(2H)-one